1-cyclobutyl-N-(3-(3-oxo-4-phenylpiperazin-1-yl)propyl)-2-(3,4,5-trimethoxyphenyl)-1H-benzo[d]imidazole-6-carboxamide C1(CCC1)N1C(=NC2=C1C=C(C=C2)C(=O)NCCCN2CC(N(CC2)C2=CC=CC=C2)=O)C2=CC(=C(C(=C2)OC)OC)OC